4,4'-biphenyl-diethanol C1(=CC=C(C=C1)CCO)C1=CC=C(C=C1)CCO